N=1N(N=C2C1C=CC=C2)C=2C=C(C=C(C2O)C(C)(C)C)CCC(=O)O 3-[3-(benzotriazol-2-yl)-4-hydroxy-5-tert-butylphenyl]-propionic acid